chloro-tris(dimethylamino)phosphonium hexafluorophosphate F[P-](F)(F)(F)(F)F.Cl[P+](N(C)C)(N(C)C)N(C)C